O1COC2=C1C=CC(=C2)N2C(=NC=1C2=NC(=CC1)Cl)C 3-(benzo[d][1,3]dioxol-5-yl)-5-chloro-2-methyl-3H-imidazo[4,5-b]pyridine